C[C@H]1CN(CCN1)[C@@H]1CC[C@H](CC1)C1=CC(=C2C(=NC=NN21)N)C2=CC=C(C=C2)OC2=CC=CC=C2 7-((Trans)-4-((S)-3-methylpiperazin-1-yl)cyclohexyl)-5-(4-phenoxyphenyl)pyrrolo[2,1-f][1,2,4]triazin-4-amine